3-(5-((3-(bis(4-chlorophenyl)methyl)-2-oxoimidazolidin-1-yl)methyl)-6-fluoro-1-oxoisoindolin-2-yl)piperidine-2,6-dione ClC1=CC=C(C=C1)C(N1C(N(CC1)CC=1C=C2CN(C(C2=CC1F)=O)C1C(NC(CC1)=O)=O)=O)C1=CC=C(C=C1)Cl